aluminium tri-acetate C(C)(=O)[O-].C(C)(=O)[O-].C(C)(=O)[O-].[Al+3]